BrC=1OC2=C(C=C(C=C2C(C1)=O)C(F)(F)F)C(C)NC=1C(=NC(=CC1)Cl)C(=O)OC Methyl 3-[1-[2-bromo-4-oxo-6-(trifluoromethyl)chromen-8-yl]ethylamino]-6-chloro-pyridine-2-carboxylate